C(C1=CC=CC=C1)C=1NC(=NN1)C(=O)NC1CCC2=C(N(C1=O)C)N=C(S2)C 5-benzyl-N-(2,4-dimethyl-5-oxo-5,6,7,8-tetrahydro-4H-thiazolo[4,5-b]azepin-6-yl)-4H-1,2,4-triazole-3-carboxamide